Dimethyl-Pyridylamine CN(C1=NC=CC=C1)C